C1OCC12CN(C2)C(=N)N 2-oxa-6-azaspiro[3.3]heptane-6-formamidine